tert-Butyl 4-(7-chloro-1-methyl-2,3-dioxo-2,3-dihydropyrido[2,3-b]pyrazin-4(1H)-yl)-3,3-Dimethylpiperidine-1-carboxylate ClC1=CC2=C(N(C(C(N2C)=O)=O)C2C(CN(CC2)C(=O)OC(C)(C)C)(C)C)N=C1